(S)-2-(di-tert-butyl-phosphino)-N-(2-(4-isopropyl-1-phenyl-4,5-dihydro-1H-imidazole-2-yl)phenyl)aniline C(C)(C)(C)P(C1=C(NC2=C(C=CC=C2)C=2N(C[C@@H](N2)C(C)C)C2=CC=CC=C2)C=CC=C1)C(C)(C)C